rac-tert-butyl (4aS,7S,8aR)-7-methyloctahydro-4H-pyrido[4,3-b][1,4]oxazine-4-carboxylate C[C@H]1C[C@H]2OCCN([C@H]2CN1)C(=O)OC(C)(C)C |r|